N-[3,5-bis(trifluoromethyl)phenyl]octanamide sodium [Na].FC(C=1C=C(C=C(C1)C(F)(F)F)NC(CCCCCCC)=O)(F)F